(1R,4aS,10aR)-N-(6-((4-chlorophenyl)amino)pyrimidin-4-yl)-7-isopropyl-1,4a-dimethyl-1,2,3,4,4a,9,10,10a-octahydrophenanthrene-1-carboxamide ClC1=CC=C(C=C1)NC1=CC(=NC=N1)NC(=O)[C@@]1(CCC[C@@]2(C3=CC=C(C=C3CC[C@@H]12)C(C)C)C)C